ClC1=CC=2C=C(N3C(C2C=C1)=C1C=CC=CC1=N3)C3=CC=CC=C3 3-Chloro-6-phenylindazolo[3,2-a]isoquinoline